3-((1-Acetylpiperidin-4-yl)amino)benzoic acid C(C)(=O)N1CCC(CC1)NC=1C=C(C(=O)O)C=CC1